(R)-3-(6-chloro-2-(3-methyl-oxetan-3-carbonyl)-1,2,3,4-tetrahydroisoquinolin-8-yl)morpholine-4-carboxylic acid tert-butyl ester C(C)(C)(C)OC(=O)N1[C@@H](COCC1)C=1C=C(C=C2CCN(CC12)C(=O)C1(COC1)C)Cl